6-((S)-cyclobutyl((1-methylcyclobutyl)amino)methyl)-2-(3-((R)-(4-methyl-4H-1,2,4-triazol-3-yl)(oxetan-3-yl)methyl)phenyl)-4-(trifluoromethyl)isoindolin-1-one C1(CCC1)[C@@H](C1=CC(=C2CN(C(C2=C1)=O)C1=CC(=CC=C1)[C@@H](C1COC1)C1=NN=CN1C)C(F)(F)F)NC1(CCC1)C